7-chloro-5-fluoro-4-iodoisoindolin-1-one ClC=1C=C(C(=C2CNC(C12)=O)I)F